2-fluoro-5-[3-fluoro-8-(morpholin-4-yl)imidazo[1,2-a]pyridin-6-yl]-4-methylbenzamide FC1=C(C(=O)N)C=C(C(=C1)C)C=1C=C(C=2N(C1)C(=CN2)F)N2CCOCC2